methyl 4-[2-oxo-2-(N-phenylanilino)ethyl]piperidine-4-carboxylate O=C(CC1(CCNCC1)C(=O)OC)N(C1=CC=CC=C1)C1=CC=CC=C1